terephthalic acid-diglycidylester C(C1CO1)OC(C1=CC=C(C(=O)OCC2CO2)C=C1)=O